FC=1C=C(OCC2[C@H]3CN(C[C@@H]23)C2=CN=C3C(=N2)N(C(=N3)C3=NC=C(C=C3)F)C)C=C(C1)F 6-((1R,5S,6r)-6-((3,5-Difluorophenoxy)methyl)-3-azabicyclo[3.1.0]hexan-3-yl)-2-(5-fluoropyridin-2-yl)-1-methyl-1H-imidazo[4,5-b]pyrazine